C(C)(=O)O.C(CCC)=O monobutyraldehyde acetate